Isoquinolin-7(5H)-one C1=NC=CC=2CCC(CC12)=O